2-((3S,4S)-4-amino-3-methyl-2-oxa-8-azaspiro[4.5]Decan-8-yl)-5-(2,3-dichloropyridin-4-yl)-6-methylpyrimidine-4-carboxamide N[C@@H]1[C@@H](OCC12CCN(CC2)C2=NC(=C(C(=N2)C(=O)N)C2=C(C(=NC=C2)Cl)Cl)C)C